OCC1COCC(O1)COC1=CC=C(C=C1)C=1C=C(C(NC1C(F)(F)F)=O)C(=O)N 5-(4-((6-(hydroxymethyl)-1,4-dioxan-2-yl)methoxy)phenyl)-2-oxo-6-(trifluoromethyl)-1,2-dihydropyridine-3-carboxamide